C(C)S(=O)(=O)C1=NN2C(N=CC=C2NCC(F)(F)F)=C1C=1N=NC(=CC1)OCC(C(F)(F)F)(F)F 2-(ethylsulfonyl)-3-(6-(2,2,3,3,3-pentafluoropropoxy)pyridazin-3-yl)-N-(2,2,2-trifluoroethyl)pyrazolo[1,5-a]pyrimidin-7-amine